methyl 3-(N-(2-(5-chlorothiophen-2-yl)-5-cyano-3-methylphenyl)sulfamoyl)-4-cyclopropylbenzoate ClC1=CC=C(S1)C1=C(C=C(C=C1C)C#N)NS(=O)(=O)C=1C=C(C(=O)OC)C=CC1C1CC1